ClC1=C(C=CC=C1)C 2-chlorophenylmethane